3-cyclopropyl-2-fluorobenzoic acid C1(CC1)C=1C(=C(C(=O)O)C=CC1)F